C(C)OC(=O)C1=NN(C(=C1CC#N)C)C.ClC=1C=CC=C2C(C=C(OC12)C1=C(C=C(C=C1)C(F)(F)F)OCCCN1C[C@H]([C@H](C1)O)O)=O 8-chloro-2-[2-[3-[(3R,4S)-3,4-dihydroxypyrrolidin-1-yl]propoxy]-4-(trifluoromethyl)phenyl]chromen-4-one ethyl-4-(cyanomethyl)-1,5-dimethyl-pyrazole-3-carboxylate